N2-(4-methoxy-3-(4-((methylamino)methyl)-1H-pyrazol-1-yl)phenyl)-N4,6-dimethylpyrimidin-2,4-diamine COC1=C(C=C(C=C1)NC1=NC(=CC(=N1)NC)C)N1N=CC(=C1)CNC